Tert-butyl N-{2-[(2-aminophenyl) carbamoyl]-2,2-dimethylethyl}-N-[2-(4-{[(3-fluoropyridin-2-yl) methyl]Carbamoyl}-1,3-thiazol-2-yl) ethyl]Carbamate NC1=C(C=CC=C1)NC(=O)C(CN(C(OC(C)(C)C)=O)CCC=1SC=C(N1)C(NCC1=NC=CC=C1F)=O)(C)C